FC=1C=C(C=C(C1OC1=C2C(=NC=C1)N(C=C2C2=CC=NN2C(C)C)COCC[Si](C)(C)C)F)NC(=S)NCC2(CC2)CO N-{3,5-difluoro-4-[(3-[1-(propan-2-yl)-1H-pyrazol-5-yl]-1-{[2-(trimethylsilyl)ethoxy]methyl}-1H-pyrrolo[2,3-b]pyridin-4-yl)oxy]phenyl}-N'-{[1-(hydroxymethyl)cyclopropyl]methyl}thiourea